O=C1NC(CCC1N1C(C2=CC=C(C=C2C1)CNC(=O)C=1COC2=C(C=CC=C2C1)C(F)(F)F)=O)=O N-((2-(2,6-dioxopiperidin-3-yl)-1-oxoisoindolin-5-yl)methyl)-8-trifluoromethyl-2H-chromene-3-carboxamide